(R)-7,7-dimethyl-2-chloro-6-acetyl-4-(3-methylmorpholin-4-yl)-6,7-dihydro-5H-pyrrolo[3,4-d]pyrimidine CC1(N(CC2=C1N=C(N=C2N2[C@@H](COCC2)C)Cl)C(C)=O)C